5-(piperidin-4-ylmethoxy)-2-((5-(trifluoromethyl)isoindolin-2-yl)methyl)isonicotinonitrile N1CCC(CC1)COC1=CN=C(C=C1C#N)CN1CC2=CC=C(C=C2C1)C(F)(F)F